NC1=NC=2C=C(C(=CC2C=2N1N=C(N2)CCNC=2C=NN(C2)CC(C)(O)C)F)OC 1-(4-((2-(5-amino-9-fluoro-8-methoxy-[1,2,4]triazolo[1,5-c]quinazolin-2-yl)ethyl)amino)-1H-pyrazol-1-yl)-2-methylpropan-2-ol